C1=CC=CC2=NC3=CC=CC=C3C(=C12)NC1=CC=C(OC(C(=O)O)CCC)C=C1 2-[4-(Acridin-9-ylamino)phenoxy]pentanoic acid